O[C@H]1CN(CC1)C1CCC2=C(CC1)C=C(C=C2)C=2C=C1C(=NC2)NN=C1C1=CC2=C(C(NCCO2)=O)C=C1 8-(5-(7-((R)-3-Hydroxypyrrolidin-1-yl)-6,7,8,9-tetrahydro-5H-benzo[7]annulen-2-yl)-1H-pyrazolo[3,4-b]pyridin-3-yl)-3,4-dihydrobenzo[f][1,4]oxazepin-5(2H)-one